C(C=C)N1C(CCC1)C(=O)O 1-allyl-pyrrolidine-2-carboxylic acid